2-[(1-acryloylpiperidin-4-yl)oxy]-N-[(2R,3R)-1,1,1-tri-fluoro-2-hydroxy-4-methylpentan-3-yl]-5H-pyrrolo[2,3-b]pyrazine-7-carboxamide C(C=C)(=O)N1CCC(CC1)OC=1N=C2C(=NC1)NC=C2C(=O)N[C@@H]([C@H](C(F)(F)F)O)C(C)C